C(C)N1C(NC2=C(C1=O)SC(=C2)CN2CC(N(CC2)C=2C=CC(=NC2F)C(=O)NC)C)=O 5-(4-((3-ethyl-2,4-dioxo-1,2,3,4-tetrahydrothieno[3,2-d]pyrimidin-6-yl)methyl)-2-methylpiperazin-1-yl)-6-fluoro-N-methylpicolinamide